1-[(1S,5R,6S)-2,2-difluoro-6-bicyclo[3.1.0]hexanyl]-3-[[2-(difluoromethoxy)pyridin-4-yl]methyl]urea FC1([C@@H]2[C@H]([C@@H]2CC1)NC(=O)NCC1=CC(=NC=C1)OC(F)F)F